ClC=1C=CC2=C([C@@H](C[C@@H](O2)C(=O)NC23CC(C2)(C3)C3=CC(=NC=C3)N3N=CC(=C3)C(F)(F)F)O)C1 (2R,4R)-6-chloro-4-hydroxy-N-(3-{2-[4-(trifluoromethyl)-1H-pyrazol-1-yl]pyridin-4-yl}bicyclo[1.1.1]pentan-1-yl)-3,4-dihydro-2H-1-benzopyran-2-carboxamide